OC1=CC=C2[C@@H]([C@]3(OCC2=C1)CCC1=CC=CC=C13)C1=CC=C(C=C1)N1CCC(CC1)C=O 1-(4-((1R,4'S)-7'-hydroxy-2,3-dihydrospiro[indene-1,3'-isochroman]-4'-yl)phenyl)piperidine-4-carbaldehyde